6-amino-2,2,7-trifluoro-4-(prop-2-yn-1-yl)-2H-benzo[b][1,4]oxazin-3(4H)-one NC1=CC2=C(OC(C(N2CC#C)=O)(F)F)C=C1F